OC1=CC=C(C=C1)C1=CN=CC(=N1)C(=O)N/N=C/C=1C=NC=C(C1)O (E)-6-(4-hydroxyphenyl)-N'-((5-hydroxypyridin-3-yl)methylene)pyrazine-2-carbohydrazide